methyl 2-[4-(3-bromo-2-methyl-phenoxy)phenyl]acetate BrC=1C(=C(OC2=CC=C(C=C2)CC(=O)OC)C=CC1)C